9-Fluoro-11β,17,21-trihydroxy-16β-methylpregna-1,4-diene-3,20-dione 17,21-dipropionate CCC(=O)OCC(=O)[C@]1([C@H](C[C@@H]2[C@@]1(C[C@@H]([C@]3([C@H]2CCC4=CC(=O)C=C[C@@]43C)F)O)C)C)OC(=O)CC